C(C)(C)(C)OC(=O)N1C[C@H](CC1)NC(=O)C1=C(OC2=C1C=C(C=C2)OCC2=C(C(=CC=C2)F)F)C (S)-3-(5-((2,3-difluorobenzyl)oxy)-2-methylbenzofuran-3-carboxamido)pyrrolidine-1-carboxylic acid tert-butyl ester